ClC1=C(C(=O)NC2=C(C(=NS2)C)C(=O)O)C=CC=C1C(F)(F)F 5-[2-chloro-3-(trifluoromethyl)benzamido]-3-methyl-1,2-thiazole-4-carboxylic acid